N1(C=NC=C1)CC=1C=C(C=CC1OC1=CC=CC=C1)N1C(N(C(NC1=O)=O)C1=CC(=CC=C1)C)=O 1-{3-[(1H-imidazol-1-yl)methyl]-4-phenoxyphenyl}-3-(3-methylphenyl)-1,3,5-triazine-2,4,6-trione